BrCC(=O)Br bromo-acetylbromide